[Sb].[Sn].[Si] silicon-tin-antimony